OC1=NC(=NN1CC1=CC=C(C=C1)C=C)CC 5-hydroxy-3-ethyl-1-(4-vinylbenzyl)-1H-1,2,4-triazole